C1(=CC=C(C=C1)SC)C methyl (4-tolyl) sulfide